(±)-trans-5-((4-nitrobenzoyl)oxy)tetrahydro-2H-pyran-3-carboxylic acid methyl ester COC(=O)[C@@H]1COC[C@H](C1)OC(C1=CC=C(C=C1)[N+](=O)[O-])=O |r|